C(C1=CC=CC=C1)OC1=CC(=NC2=CC=CC=C12)C(=O)NCC1=CC=C(C=C1)C(NO)=O 4-(benzyloxy)-N-(4-(hydroxycarbamoyl)benzyl)quinoline-2-carboxamide